NC/C=C(\C)/C1=C(C=C(C=C1)NC1=NC=2N(C(=C1)NC1CC1)N=CC2)CS(=O)(=O)C (E)-5-((4-(4-Aminobut-2-en-2-yl)-3-((methylsulfonyl)methyl)phenyl)amino)-7-(cyclopropylamino)pyrazolo[1,5-a]pyrimidin